1-Cyclobutyl-3-[4-[[(2-methoxybenzoyl)amino]methyl]phenyl]-5-(methylamino)pyrazole-4-carboxamide C1(CCC1)N1N=C(C(=C1NC)C(=O)N)C1=CC=C(C=C1)CNC(C1=C(C=CC=C1)OC)=O